BrC1=CC=C(C=C1)N1C(NC2(C1)CCN(CC2)C(=O)OC(C)(C)C)=O tert-butyl 3-(4-bromophenyl)-2-oxo-1,3,8-triazaspiro[4.5]decane-8-carboxylate